4-methoxy-3-({4-[({2-methyl-4-[methyl(methylsulfonyl)-amino]pyrimidin-5-yl}methyl)amino]-5-(trifluoromethyl)pyrimidin-2-yl}amino)benzamide COC1=C(C=C(C(=O)N)C=C1)NC1=NC=C(C(=N1)NCC=1C(=NC(=NC1)C)N(S(=O)(=O)C)C)C(F)(F)F